N-[4-[1-(5-aminopentyl)-4-methyl-6-oxo-4,5-dihydropyridazin-3-yl]phenyl]-1,3-dihydropyrrolo[3,4-c]pyridine-2-carboxamide NCCCCCN1N=C(C(CC1=O)C)C1=CC=C(C=C1)NC(=O)N1CC=2C=NC=CC2C1